BrCC1=CC=C(C=C1)C=1C(N(C=CC1)COC)=O 3-(4-(bromomethyl)phenyl)-1-(methoxymethyl)pyridin-2(1H)-one